(R)-6-(2-(2-hydroxyprop-2-yl)pyrimidin-5-yl)-3-(2-methoxyphenyl)-2,3-dihydropyrazolo[1,2-a]indazol-9(1H)-one OC(C)(C)C1=NC=C(C=N1)C=1C=CC=2C(N3N(C2C1)[C@H](CC3)C3=C(C=CC=C3)OC)=O